2-(6,7-dimethoxy-3,4-dihydroisoquinolin-2(1H)-yl)acetamide COC=1C=C2CCN(CC2=CC1OC)CC(=O)N